benzyl ((2S,3S)-1-(azetidin-1-ylcarbonyl)-2-((2-fluoro[biphenyl]-3-yl)methyl)pyrrolidin-3-yl)carbamate N1(CCC1)C(=O)N1[C@H]([C@H](CC1)NC(OCC1=CC=CC=C1)=O)CC=1C(=C(C=CC1)C1=CC=CC=C1)F